[Cl-].[Cl-].[V+2].O water vanadium dichloride